3,6-dimethylpiperazine-1-carboxylate CC1CN(C(CN1)C)C(=O)[O-]